FC1=C(CC2=C(CCC2)C(=O)N(CC)CC)C(=CC(=C1)F)OCCOC 2-(2,4-difluoro-6-(2-methoxyethoxy)benzyl)-N,N-diethylcyclopent-1-ene-1-carboxamide